C(#N)CCC(C(=O)OC(C)(C)C)C=1C=NC2=CC=CC(=C2C1)[N+](=O)[O-] tert-butyl 4-cyano-2-(5-nitroquinolin-3-yl)butanoate